acryloyloxyethyl-2-hydroxypropylphthalate C(C=C)(=O)OCCC=1C(=C(C(C(=O)[O-])=CC1)C(=O)[O-])CC(C)O